iso-hexyl-alumoxane C(CCC(C)C)[Al]1OCCCC1